ClC1=NC(=CC(=C1)C)OC1CCC1 2-chloro-6-(cyclobutoxy)-4-methyl-pyridine